O1CCN(CC1)C=1C=C(C(=O)NC(C(=O)O)CCN2CC(CC2)CCC2=NC=3NCCCC3C=C2)C=CC1 2-(3-morpholinobenzamido)-4-(3-(2-(5,6,7,8-tetrahydro-1,8-naphthyridin-2-yl)ethyl)pyrrolidin-1-yl)butanoic acid